N-[trans-(7RS,9RS)-3-cyclopropyl-5-(2-methylpropylsulfamoyl)-9-(oxan-4-ylcarbamoylamino)-8,9-dihydro-7H-cyclopenta[h]isoquinolin-7-yl]pyridine-3-carboxamide C1(CC1)C=1N=CC2=C3C(=CC(=C2C1)S(NCC(C)C)(=O)=O)[C@@H](C[C@H]3NC(NC3CCOCC3)=O)NC(=O)C=3C=NC=CC3 |r|